C(C=C)(=O)N1C[C@@H](CCC1)N1N=C(C=2C1=NC=NC2N)C(=O)NC=2OC1=C(N2)C=C(C=C1)Cl (R)-1-(1-acryloylpiperidin-3-yl)-4-amino-N-(5-chlorobenzo[d]oxazol-2-yl)-1H-pyrazolo[3,4-d]pyrimidine-3-carboxamide